NC1=CC2=C(N=C(S2)C=2SCCN2)C=C1 2-(6-amino-1,3-benzothiazol-2-yl)-4,5-dihydrothiazole